C1(=CC=CC=C1)[C@H]1N=C(O[C@@H]1C1=CC=CC=C1)C=1N=C2N(C=CC=C2NC2=CC=CC=C2)C1 2-((4R,5R)-4,5-diphenyl-4,5-dihydrooxazol-2-yl)-N-phenylimidazo[1,2-a]pyridin-8-amine